N-methyl-N-phenyl-α-diazo-2-cyanoacetamide CN(C(C(C#N)=[N+]=[N-])=O)C1=CC=CC=C1